NC1=NC=NN2C1=C(C=C2C=2C=NC=1CCN(C(C1C2)=O)C2CNCC2F)C(F)(F)F 3-(4-amino-5-(trifluoromethyl)pyrrolo[2,1-f][1,2,4]Triazin-7-yl)-6-(4-fluoropyrrolidin-3-yl)-7,8-dihydro-1,6-naphthyridin-5(6H)-one